NC1=C(C2=C(S1)C(=CC=C2C2=C(C=C1C(=NC(=NC1=C2F)O[C@@H](C)[C@H]2N(CCC2)C)N2CC1(CNC1)CCC2)Cl)F)C#N 2-amino-4-(6-chloro-8-fluoro-2-((S)-1-((S)-1-methylpyrrolidin-2-yl)ethoxy)-4-(2,6-diazaspiro[3.5]nonan-6-yl)quinazolin-7-yl)-7-fluorobenzo[b]thiophene-3-carbonitrile